4-hydroxyoctane OC(CCC)CCCC